1,10-bis(phenylsulfonyldiazomethylsulfonyl)decane C1(=CC=CC=C1)S(=O)(=O)C(S(=O)(=O)CCCCCCCCCCS(=O)(=O)C(=[N+]=[N-])S(=O)(=O)C1=CC=CC=C1)=[N+]=[N-]